Cl.C(C1=CC=CC=C1)N1C2COCC1CC(C2)C(=O)O 9-Benzyl-3-oxa-9-azabicyclo[3.3.1]nonane-7-carboxylic acid hydrochloride